2'-Bromo-5',6'-dihydro-7'H-spiro[cyclopropane-1,4'-thieno[2,3-c]pyridin]-7'-one BrC1=CC2=C(C(NCC23CC3)=O)S1